Isopropyl (1S,3S)-3-((2-(5-(aminomethyl)-1-methyl-1H-pyrazol-4-yl)-4-methylpyrimidin-5-yl)oxy)cyclohexane-1-carboxylate NCC1=C(C=NN1C)C1=NC=C(C(=N1)C)O[C@@H]1C[C@H](CCC1)C(=O)OC(C)C